O1CCN(CC1)CCN1C(C(=CC2=CC(=CN=C12)B1OC(C(O1)(C)C)(C)C)C(=O)O)=O 1-(2-morpholinoethyl)-2-oxo-6-(4,4,5,5-tetramethyl-1,3,2-dioxaborolan-2-yl)-1,8-naphthyridine-3-carboxylic acid